NC1=NC=C(C2=C1C(=C(N2C)C2=CC=C(C=C2)NC(C=C)=O)C2=CC=C(C=C2)OC2=NN(C(=C2)C(F)(F)F)C)C#N N-(4-(4-amino-7-cyano-1-methyl-3-(4-(1-methyl-5-(trifluoromethyl)-1H-pyrazol-3-yl)oxyphenyl)-1H-pyrrolo[3,2-c]pyridin-2-yl)phenyl)acrylamide